CC(=CCN1C(=CC2=CC=CC=C12)C(=O)O)C 1-(3-methylbut-2-en-1-yl)-1H-indole-2-carboxylic acid